FC1C(CCCC1)P(OCC)(OCC)=O diethyl (2-fluorocyclohexyl)phosphonate